C(#C)C=1C(=CC=C2C=C(C=C(C12)C1=CC=C2C(=NC(=NC2=C1F)OC[C@]12CCCN2C[C@@H](C1)F)N1CC2(C(NC(N2)=O)=O)CCC1)O)F 7-(7-(8-ethynyl-7-fluoro-3-hydroxynaphthalen-1-yl)-8-fluoro-2-(((2R,7aS)-2-fluorotetrahydro-1H-pyrrolizin-7a(5H)-yl)methoxy)quinazolin-4-yl)-1,3,7-triazaspiro[4.5]decane-2,4-dione